NC1CC2(CN(C2)C2=C(C=C(C=C2)NC2=NC=C(C(=N2)NC2=C(C=CC=C2)P(C)(C)=O)Cl)C)C1 (2-((2-((4-(6-amino-2-azaspiro[3.3]heptan-2-yl)-3-methylphenyl)amino)-5-chloropyrimidin-4-yl)amino)phenyl)dimethylphosphine oxide